(6-(3,5-di(9H-carbazol-9-yl)phenyl)pyridin-3-yl)diphenylphosphine oxide C1=CC=CC=2C3=CC=CC=C3N(C12)C=1C=C(C=C(C1)N1C2=CC=CC=C2C=2C=CC=CC12)C1=CC=C(C=N1)P(C1=CC=CC=C1)(C1=CC=CC=C1)=O